3-(2-Boronoethyl)-2-hydroxy-6-[(1-D-prolylazetidin-3-yl)oxy]benzoic acid B(O)(O)CCC=1C(=C(C(=O)O)C(=CC1)OC1CN(C1)C([C@@H]1NCCC1)=O)O